4-(2,7-diazaspiro[3.5]nonan-2-yl)-6-(2,2,2-trifluoroethyl)pyrido[3,2-d]pyrimidine C1N(CC12CCNCC2)C=2C1=C(N=CN2)C=CC(=N1)CC(F)(F)F